FC(C=1N=CC=2N(C1)C(=CN2)C2=NC=CC(=N2)N2C(C(NC(C2C)C=2C=NNC2)C)C)(F)F 6-(Trifluoromethyl)-3-(4-(2,3,6-trimethyl-5-(1H-pyrazol-4-yl)piperazin-1-yl)pyrimidin-2-yl)imidazo[1,2-a]pyrazine